FC(C=1C(=C(C=CC1)[C@@H](C)NC1=CC=NC2=CC=C(C=C12)[C@@]1(CN(CC1)C(=O)OC1CCC1)OC)F)F cyclobutyl (S)-3-(4-(((R)-1-(3-(difluoromethyl)-2-fluorophenyl)ethyl)amino)quinolin-6-yl)-3-methoxypyrrolidine-1-carboxylate